OC1=C(C=C(C=C1)C(=O)NC1=CC2=C(NC(CO2)=O)C=C1)C(=O)NC1=NC=CN=C1 4-hydroxy-N1-(3-oxo-3,4-dihydro-2H-1,4-benzoxazin-7-yl)-N3-(pyrazin-2-yl)benzene-1,3-dicarboxamide